(3S)-3-(5-chloro-4-fluoro-2',6'-dimethyl-[1,1'-biphenyl]-3-yl)-3-(2-(3-fluoro-5-(2-((R)-3-fluoropyrrolidin-1-yl)ethyl)-2-oxopyridin-1(2H)-yl)-4-methylpentanamido)propanoic acid ClC=1C(=C(C=C(C1)C1=C(C=CC=C1C)C)[C@H](CC(=O)O)NC(C(CC(C)C)N1C(C(=CC(=C1)CCN1C[C@@H](CC1)F)F)=O)=O)F